2-(3,9-diaza-bicyclo[3.3.1]nonan-9-yl)-5-(4-chloro-2-methyl-2H-indazol-5-yl)-3-methyl-3,7-dihydro-4H-pyrrolo[2,3-d]pyrimidin-4-one C12CNCC(CCC1)N2C=2N(C(C1=C(N2)NC=C1C1=C(C2=CN(N=C2C=C1)C)Cl)=O)C